(2-methyl-1,3-dihydro-1,3-dioxo-2H-isoindol-5-yl)-5-nitrofuran-2-carboxamide CN1C(C2=CC=C(C=C2C1=O)C1=C(OC(=C1)[N+](=O)[O-])C(=O)N)=O